methoxy-4'-methyl-2-oxo-2H-[1,3'-bipyridine]-3-carboxylic acid COC1=C(C(N(C=C1)C=1C=NC=CC1C)=O)C(=O)O